ClC=1C=NC=C(C1C(ON1N=C(C2=CC=CC=C12)C1=NC2=C(N1)CN(C2)S(=O)(=O)C=2C=NN(C2)C)C)Cl 1-(3,5-dichloropyridin-4-yl)ethoxyl-3-(5-((1-methyl-1H-pyrazol-4-yl)sulfonyl)-1,4,5,6-tetrahydropyrrolo[3,4-d]imidazol-2-yl)-1H-indazole